ClC1=C(C=CC(=C1)Cl)CN1N=C(C2=CC(=CC=C12)C(F)(F)F)C(=O)O 1-[(2,4-dichlorophenyl)methyl]-5-(trifluoromethyl)indazole-3-carboxylic acid